5-[4-[[[6-(dimethylamino)-2-pyridinyl]amino]methyl]-2-fluoro-6-[(4-methoxyphenyl)methoxy]phenyl]-1,1-dioxo-1,2,5-thiadiazolidin-3-one CN(C1=CC=CC(=N1)NCC1=CC(=C(C(=C1)OCC1=CC=C(C=C1)OC)N1CC(NS1(=O)=O)=O)F)C